N[C@H]1C[C@@H](N(C1)C1=CC(=NC=N1)NC(=O)[C@@H]1[C@H](C1)C1=CC(=CC=C1)Cl)C=1N=C2N(C=C(C=C2)C2CC2)C1 (1S,2S)-N-(6-((2R,4S)-4-amino-2-(6-cyclopropylimidazo[1,2-a]pyridin-2-yl)pyrrolidin-1-yl)pyrimidin-4-yl)-2-(3-chlorophenyl)cyclopropane-1-carboxamide